N1(N=CN=C1)S(=O)(=O)C1=CC=C(C=C1)C(=O)N1CCN(CC1)C1=CC(=CC=C1)OC (4-((1H-1,2,4-triazol-1-yl)sulfonyl)phenyl)(4-(3-methoxyphenyl)piperazin-1-yl)methanone